BrC=1C=C(C(=NC1)N1CCC(CC1)N1CCOCC1)NS(=O)(=O)C1=CC=C(C=C1)C N-(5-Bromo-2-(4-morpholinopiperidin-1-yl)pyridin-3-yl)-4-methylbenzenesulfonamide